CNCCO 2-methylaminoethanol